acetylcaproic acid C(C)(=O)C(C(=O)O)CCCC